C1(=CC=CC=C1)S(=O)(=O)C1C2=CC=CC=C2OC=2C=CC=CC12 9-(phenylsulfonyl)-xanthene